C(CCCCC)NC[C@@]12[C@H](CC[C@H]1[C@@H]1CC=C3C[C@H](CC[C@]3(C)[C@H]1CC2)O)C(C)(C)O alpha-n-hexylamino-17beta-(1-hydroxy-1-methyl-ethyl)androst-5-en-3beta-ol